N-(3-pyridinylmethyl)benzamide N1=CC(=CC=C1)CNC(C1=CC=CC=C1)=O